O=C1NC(CCC1N1C(C2=CC=C(C=C2C1)C(=O)N[C@@H](C(F)(F)F)C1=CC=C(C=C1)F)=O)=O 2-(2,6-dioxo-3-piperidyl)-1-oxo-N-[(R)-2,2,2-trifluoro-1-(4-fluorophenyl)ethyl]isoindoline-5-carboxamide